ClC=1C(=C(C(=CC1)C(F)F)C1=CN=CC(=N1)C(=O)NC=1C=NN(C1)CC1=NC(=C(C=C1)N1C([C@@H]2C[C@@H]2C1)=O)C)F 6-(3-chloro-6-(difluoromethyl)-2-fluorophenyl)-N-(1-((6-methyl-5-((1r,5s)-2-oxo-3-azabicyclo[3.1.0]hex-3-yl)pyridin-2-yl)methyl)-1H-pyrazol-4-yl)pyrazine-2-carboxamide